C(#N)C=1C(=NC(=NC1)NC1=CC=C(C=C1)S(=O)(=O)N)C=1C=NN(C1)CC(C)(C)O 4-((5-cyano-4-(1-(2-hydroxy-2-methylpropyl)-1H-pyrazol-4-yl)pyrimidin-2-yl)amino)benzenesulfonamide